2-(4-(cyclohexylmethyl)piperazin-1-yl)-7-methyl-8-nitro-6-(trifluoromethyl)-4H-1,3-benzothiazin-4-one C1(CCCCC1)CN1CCN(CC1)C=1SC2=C(C(N1)=O)C=C(C(=C2[N+](=O)[O-])C)C(F)(F)F